N-(3-cyclobutyl-7-(difluoromethyl)pyrazolo[1,5-a]pyridin-2-yl)-3-hydroxy-3-methylbutanamide C1(CCC1)C=1C(=NN2C1C=CC=C2C(F)F)NC(CC(C)(C)O)=O